[6-(3-cyclopropyl-1,2,4-triazol-1-yl)-2-azaspiro[3.3]heptan-2-yl]-[6-[[1-(2,2,2-trifluoroethyl)-3-(trifluoromethyl)pyrazol-4-yl]methyl]-2-azaspiro[3.3]heptan-2-yl]methanone C1(CC1)C1=NN(C=N1)C1CC2(CN(C2)C(=O)N2CC3(C2)CC(C3)CC=3C(=NN(C3)CC(F)(F)F)C(F)(F)F)C1